(Z)-7,15-Hexadecadien-4-olide C1(CCC(CC\C=C/CCCCCCC=C)O1)=O